isoindol-2-yl-5-chloro-2-phenylpentanoate C=1N(C=C2C=CC=CC12)C(C(=O)[O-])(CCCCl)C1=CC=CC=C1